N-((6S,7S)-5-((S)-2-cyclopropyl-2-hydroxyacetyl)-6-((2,5-difluoro-[1,1'-biphenyl]-3-yl)methyl)-5-azaspiro[2.4]heptan-7-yl)-1,1-difluoromethanesulfonamide C1(CC1)[C@@H](C(=O)N1CC2(CC2)[C@@H]([C@@H]1CC=1C(=C(C=C(C1)F)C1=CC=CC=C1)F)NS(=O)(=O)C(F)F)O